tetrapropoxysilicon C(CC)O[Si](OCCC)(OCCC)OCCC